C(C1=CC=CC=C1)OC(=O)N1CCC(CC1)OCC1N(CCCC1=NO)C(=O)OC(C)(C)C tert-butyl 2-[({1-[(benzyloxy)carbonyl]piperidin-4-yl}oxy)methyl]-3-(hydroxyimino)piperidine-1-carboxylate